C(CCC)N1C(N(C(C(C1=O)=C(N)N)=O)C1CCC(CC1)(C)CN1C(NC(C(C1)(C)C)=O)=O)=O 1-Butyl-5-(diaminomethylene)-3-(4-((5,5-dimethyl-2,4-dioxotetrahydropyrimidin-1(2H)-yl)methyl)-4-methylcyclohexyl)pyrimidine-2,4,6(1H,3H,5H)-trione